N,N'-bis(allyl)-N''-cyanoguanidin C(C=C)NC(=NC#N)NCC=C